3,3',3''-[1,4,8-triazacycloundecane-1,4,8-triyltris(methylene)]tris[N-(1,2-dihydroxyethyl)-2-hydroxy-5-methyl-benzamide] N1(CCN(CCCN(CCC1)CC=1C(=C(C(=O)NC(CO)O)C=C(C1)C)O)CC=1C(=C(C(=O)NC(CO)O)C=C(C1)C)O)CC=1C(=C(C(=O)NC(CO)O)C=C(C1)C)O